C(C)(=O)C1=NC=C2N1[C@H](CN(C2)C(=O)OC(C)(C)C)C tert-butyl (S)-3-acetyl-5-methyl-5,6-dihydroimidazo[1,5-a]pyrazine-7(8H)-carboxylate